4-(8-chloro-3-quinolylamino)-2-{3-methoxy-4-[(1r,3r)-3-(dimethylamino)cyclobutoxy]phenylamino}pyrimidine ClC=1C=CC=C2C=C(C=NC12)NC1=NC(=NC=C1)NC1=CC(=C(C=C1)OC1CC(C1)N(C)C)OC